BrC=1C=CC(=NC1OC)NS(=O)(=O)C1=C(C=CC=C1)C N-(5-bromo-6-methoxypyridin-2-yl)-2-methylbenzenesulfonamide